C(C)(=O)N1CCC2(CC(C(N2)=O)CC(C=O)NC([C@H](CC2CCCCC2)NC(=O)C=2NC3=CC=CC=C3C2)=O)CC1 N-((2S)-1-((1-(8-acetyl-2-oxo-1,8-diazaspiro[4.5]decan-3-yl)-3-oxopropan-2-yl)amino)-3-cyclohexyl-1-oxopropan-2-yl)-1H-indole-2-carboxamide